beta-alanyl-D-glutamic acid trifluoroacetate salt FC(C(=O)O)(F)F.NCCC(=O)N[C@H](CCC(=O)O)C(=O)O